6-[5-[2-[[4-fluoro-6-(1-methanesulfonylazetidin-3-yl)oxy-2,3-dihydro-1H-inden-2-yl]methylamino]ethyl]-2-oxo-1,3-oxazolidin-3-yl]-4H-pyrazino[2,3-b][1,4]oxazin-3-one FC1=C2CC(CC2=CC(=C1)OC1CN(C1)S(=O)(=O)C)CNCCC1CN(C(O1)=O)C1=NC2=C(OCC(N2)=O)N=C1